C(C)ONC(C1=CN=C(C=C1NC1=C(C=C(C=C1)C#C)N(S(=O)(=O)C)C)NC1=NC=CC=C1)=O n-ethoxy-4-((4-ethynyl-2-(N-methylmethanesulfonamido)phenyl)amino)-6-(pyridin-2-ylamino)nicotinamide